1,8-Dioxa-4,5-dithiacyclotridecan-9,13-dion O1CCSSCCOC(CCCC1=O)=O